C1(=CC=CC=C1)[SiH]([SiH](C1=CC=CC=C1)C1=CC=CC=C1)C1=CC=CC=C1 1,1,2,2-tetraphenyl-disilane